CC=1NC(=C(C1C(=O)O)C(=O)O)C 2,5-dimethylpyrrole-3,4-dicarboxylic acid